C(C1=CC=CC=C1)OC1=NC(=CC=C1C=1OC2=C(N1)C=CC(=C2)C(=O)N2CC1(C2)CC(CC1)(C(F)(F)F)O)OCC1=CC=CC=C1 (2-(2,6-bis(benzyloxy)pyridin-3-yl)benzo[d]oxazol-6-yl)(6-hydroxy-6-(trifluoromethyl)-2-azaspiro[3.4]octan-2-yl)methanone